N-(1,5-dihydroxypentan-3-yl)-4-{[3-(4-{[(3S,4R)-3-fluoro-1-methylpiperidin-4-yl]amino}-1-(2,2,2-trifluoroethyl)-1H-indol-2-yl)prop-2-yn-1-yl]amino}-3-methoxybenzamide OCCC(CCO)NC(C1=CC(=C(C=C1)NCC#CC=1N(C2=CC=CC(=C2C1)N[C@H]1[C@H](CN(CC1)C)F)CC(F)(F)F)OC)=O